tert-butyl (1-(2-(2-((1r,4r)-4-(6-(5-cyano-1H-pyrrolo[2,3-b]pyridin-1-yl)-4-(isopropylamino)nicotinamido)cyclohexane-1-carboxamido)ethoxy)ethyl)-4,4-dimethylpyrrolidin-3-yl)carbamate C(#N)C=1C=C2C(=NC1)N(C=C2)C2=NC=C(C(=O)NC1CCC(CC1)C(=O)NCCOCCN1CC(C(C1)(C)C)NC(OC(C)(C)C)=O)C(=C2)NC(C)C